CC1=CC=C(C=C1)S(=O)(=O)OCCCC1=C2C(N(C(C2=CC=C1)=O)C1C(NC(CC1)=O)=O)=O 3-[2-(2,6-dioxo-3-piperidinyl)-1,3-dioxo-isoindol-4-yl]propyl 4-methylbenzenesulfonate